CNC1=C(C=C(C(=O)OC)C=C1)[N+](=O)[O-] methyl 4-(methylamino)-3-nitrobenzoate